C(CCCCCCCCCCCCCCCCCCCCCCC)NCCCCCCCCCCCCCCCCCCCCCCCC diTetracosylamine